S-(carbonylmethyl)cysteine C(=O)=CSC[C@H](N)C(=O)O